NC=1N=C(SC1C(=O)C1=CC(=NO1)C(=O)NC=1C=NC=NC1)N(C1=CC=C(C=C1)F)[C@@H](C(=O)N)C |r| rac-5-[4-Amino-2-(N-(2-amino-1-methyl-2-oxoethyl)-4-fluoroanilino)thiazol-5-carbonyl]-N-pyrimidin-5-yl-isoxazol-3-carboxamid